(Z)-3-(4-chlorophenyl)-N-((4-fluorophenyl)sulfonyl)-4-phenyl-4,5-dihydro-1H-pyrazole ClC1=CC=C(C=C1)C1=NN(CC1C1=CC=CC=C1)S(=O)(=O)C1=CC=C(C=C1)F